6-methoxy-N-(4-methylphenyl)-2-(3-methyl-2-pyridinyl)-5-(trifluoromethyl)-4-pyrimidinamine COC1=C(C(=NC(=N1)C1=NC=CC=C1C)NC1=CC=C(C=C1)C)C(F)(F)F